FC(C1=C(OC2=NN(C(=C2C(=O)N)C=2N=NC=CC2)C)C=CC=C1)F 3-[2-(difluoromethyl)phenoxy]-1-methyl-5-pyridazin-yl-Pyrazole-4-carboxamide